2-(2,6-dimethylpyridin-4-yl)-6-(6-fluoropyridin-3-yl)-3-methyl-1H-indole CC1=NC(=CC(=C1)C=1NC2=CC(=CC=C2C1C)C=1C=NC(=CC1)F)C